CC(C)(OC(CC[C@@H](C(NCCOCCOCCC(=O)NCC(=O)O)=O)NC(CN1CCN(CCN(CCN(CC1)CC(OC(C)(C)C)=O)CC(OC(C)(C)C)=O)CC(=O)OC(C)(C)C)=O)=O)C (S)-(2,2-dimethyl-4,8-dioxo-7-(2-(4,7,10-tris(2-(tert-butoxy)-2-oxoethyl)-1,4,7,10-tetraazacyclododecan-1-yl)acetamido)-3,12,15-trioxa-9-azaoctadecan-18-oyl)glycine